CC1=NC=C(C=C1)N1CCN(CC1)CC1=CC=2NC(C=3N(C2S1)C=CN3)=O methyl-5-(4-((5-oxo-4,5-dihydroimidazo[1,2-a]thieno[3,2-e]pyrazin-2-yl)methyl)piperazin-1-yl)pyridine